6-Methyl-2-(3-methyl-3-cyclohexen-1-yl)-5-hepten-2-ol CC(=CCCC(C)(O)C1CC(=CCC1)C)C